mercury selenotelluride [Se]=[Te].[Hg]